C(C1=CC=CC=C1)C(=O)[O-] Benzylformat